(3ALPHA,5BETA,12ALPHA)-3,12-DIHYDROXYCHOLAN O[C@H]1C[C@H]2CC[C@H]3[C@@H]4CC[C@H]([C@@H](CCC)C)[C@]4([C@H](C[C@@H]3[C@]2(CC1)C)O)C